ON=C1C(C2=CC=CC=C2C1)=O 2-(hydroxyimino)-2,3-dihydro-inden-1-one